6,6-dimethyl-2-iso-propyl-1,3-cyclohexadiene CC1(CC=CC(=C1)C(C)C)C